FC(OC1=C(C=C(C=N1)C(=O)NCC=1C=NC=CC1C(F)F)F)F 6-(Difluoromethoxy)-N-{[4-(difluoromethyl)pyridin-3-yl]methyl}-5-fluoropyridin-3-carboxamid